5-(4-(trifluoromethoxy)phenyl)oxazol FC(OC1=CC=C(C=C1)C1=CN=CO1)(F)F